3-formyl-(3-chloro)aniline C(=O)C1(CC(N)=CC=C1)Cl